CC1(N(CC(C1)CCCNC1=NC(=CC=C1)S(N)(=O)=O)C(=O)OC(C)(C)C)CCC tert-Butyl 2-methyl-2-propyl-4-[3-[(6-sulfamoyl-2-pyridyl)amino]propyl]pyrrolidine-1-carboxylate